(2-cyano-3-trifluoromethylphenyl)-aminobenzoic acid C(#N)C1=C(C=CC=C1C(F)(F)F)C=1C(=C(C(=O)O)C=CC1)N